ethyl 3-[2-[bis[(4-methoxyphenyl)methyl]sulfamoyl]ethyl-methyl-amino]propanoate COC1=CC=C(C=C1)CN(S(=O)(=O)CCN(CCC(=O)OCC)C)CC1=CC=C(C=C1)OC